NC([C@H](C[C@H]1C(NCC1)=O)NC(=O)[C@@H]1[C@H]2C([C@H]2CN1)(C)C)=O (1R,2S,5S)-N-{(2S)-1-amino-1-oxo-3-[(3S)-2-oxopyrrolidin-3-yl]propan-2-yl}-6,6-dimethyl-3-azabicyclo[3.1.0]hexane-2-carboxamide